ClC=1C(=C(C=CC1)N1C(C2(CC1)CCN(CC2)C(=O)OC(C)(C)C)=O)C(=O)OC tert-butyl 2-(3-chloro-2-(methoxycarbonyl)phenyl)-1-oxo-2,8-diazaspiro[4.5]decane-8-carboxylate